ClCC(=O)N(C1=CC=C(C=C1)C1=CC=NS1)C(C(=O)NC1CCC(CC1)(F)F)(C)C1=NC=CN=C1 2-(2-chloro-N-(4-(isothiazol-5-yl)phenyl)acetamido)-N-(4,4-difluorocyclohexyl)-2-(pyrazin-2-yl)propionamide